N1CCC(CC1)C1CN(C1)C1=CC(=NC(=N1)C=1C=NC=CC1)NC1=NC=CC(=C1)OC(F)(F)F 6-(3-(piperidin-4-yl)azetidin-1-yl)-2-(pyridin-3-yl)-N-(4-(trifluoromethoxy)pyridin-2-yl)pyrimidin-4-amine